(±)-2-(2-(3'-(((Tert-butoxycarbonyl)amino)methyl)-[1,1'-biphenyl]-3-yl)-4-methyl-3,4-dihydro-2H-benzo[b][1,4]oxazin-8-yl)acetic acid methyl ester COC(CC1=CC=CC2=C1O[C@@H](CN2C)C=2C=C(C=CC2)C2=CC(=CC=C2)CNC(=O)OC(C)(C)C)=O |r|